1-phenylpiperidine-2,6-dione C1(=CC=CC=C1)N1C(CCCC1=O)=O